BrC1=CC=C(C(=N1)Cl)N 6-bromo-2-chloro-3-pyridinamine